C1(=CC=CC=C1)OC methyl phenyl ether